BrC1=CC(=NC=C1)C(C)NCC1=C(C=C(C=C1)OC)OC 1-(4-bromopyridin-2-yl)-N-(2,4-dimethoxybenzyl)ethanamine